(2R,5S)-5-amino-2-phenylpiperidine N[C@H]1CC[C@@H](NC1)C1=CC=CC=C1